(3R)-3-methyl-4-[5-(2-methylsulfonylphenyl)-3H-imidazo[4,5-b]pyridin-7-yl]morpholine C[C@H]1N(CCOC1)C1=C2C(=NC(=C1)C1=C(C=CC=C1)S(=O)(=O)C)NC=N2